C(C)N(CCC1=CNC=2C(=CC=C(C12)O)C)C 3-(2-(ethyl-(methyl)amino)ethyl)-7-methyl-1H-indol-4-ol